(E)-1-(8-bromo-4-methyl-chroman-4-yl)-3-(dimethylamino)prop-2-en-1-one BrC=1C=CC=C2C(CCOC12)(C)C(\C=C\N(C)C)=O